methyl 4-(3-cyano-2-methoxyphenyl)-6-methylnicotinate C(#N)C=1C(=C(C=CC1)C1=CC(=NC=C1C(=O)OC)C)OC